cis-N1,N1-dimethyl-N4-(5-(2-methyl-1-(tetrahydro-2H-pyran-4-yl)-1H-imidazo[4,5-b]pyridin-6-yl)pyrrolo[2,1-f][1,2,4]triazin-2-yl)cyclohexane-1,4-diamine CN([C@@H]1CC[C@@H](CC1)NC1=NN2C(C=N1)=C(C=C2)C=2C=C1C(=NC2)N=C(N1C1CCOCC1)C)C